C(C1=CC=CC=C1)S(=O)(=O)C1=CC(=C(NC=2N=CC3=C(N2)N(C(C32CC2)=O)C2CCCC2)C=C1)C 2'-(4-Benzylsulfonyl-2-methyl-anilino)-7'-cyclopentyl-spiro[cyclopropane-1,5'-pyrrolo[2,3-d]pyrimidine]-6'-one